(2S)-(+)-1,1-di(4-methoxyphenyl)-3-methyl-1,2-butanediamine COC1=CC=C(C=C1)C([C@H](C(C)C)N)(N)C1=CC=C(C=C1)OC